3-Hydroxy-L-proline OC1[C@H](NCC1)C(=O)O